(S)-8-chloro-N-(8,9-difluoro-6-oxo-1,4,5,6-tetrahydro-2H-pyrano[3,4-c]isoquinolin-1-yl)-N-methylindolizine-2-carboxamide ClC1=CC=CN2C=C(C=C12)C(=O)N(C)[C@@H]1COCC=2NC(C=3C=C(C(=CC3C21)F)F)=O